NC([C@H](CNC(=O)C=1C=C(C2=C(B(OC2)O)C1)C(F)(F)F)NC(=O)C=1C=C(C=C(C1)[N+](=O)[O-])B(O)O)=O (S)-(3-((1-amino-3-(1-hydroxy-4-(trifluoromethyl)-1,3-dihydrobenzo[c][1,2]oxaborole-6-carboxamido)-1-oxopropan-2-yl)carbamoyl)-5-nitrophenyl)boronic acid